tert-butyl 6-(6-chloro-1-(tetrahydro-2H-pyran-2-yl)-1H-pyrazolo[4,3-C]pyridin-3-yl)-3,6-diazabicyclo[3.2.0]heptane-3-carboxylate ClC1=CC2=C(C=N1)C(=NN2C2OCCCC2)N2C1CN(CC1C2)C(=O)OC(C)(C)C